4-{(1S,2S)-2-[3-(5-fluoropyridin-3-yl)-1,2,4-oxadiazol-5-yl]cyclopropyl}benzenesulfonamide FC=1C=C(C=NC1)C1=NOC(=N1)[C@@H]1[C@H](C1)C1=CC=C(C=C1)S(=O)(=O)N